FC1=C(C=C(C=C1)F)C1=C(C(=NC=C1)C=1CCOCC1)N (2,5-difluorophenyl)-2-(3,6-dihydro-2H-pyran-4-yl)pyridin-3-amine